OC1=C(C=CC(=C1)F)C(=O)C1=CC=CC=C1 (2-hydroxy-4-fluorophenyl)(phenyl)-methanone